tert-Butyl 4-(6-cyano-1-phenethyl-1H-indole-2-carboxamido)piperidine-1-carboxylate C(#N)C1=CC=C2C=C(N(C2=C1)CCC1=CC=CC=C1)C(=O)NC1CCN(CC1)C(=O)OC(C)(C)C